C(C1=CC=CC=C1)OC(=O)N1C[C@@H]([C@@H](CC1)OCC(F)F)OCC(F)(F)F (3s,4r)-4-(2,2-difluoroethoxy)-3-(trifluoroethoxy)piperidine-1-carboxylic acid benzyl ester